COC([C@H](NC(C1=CC=CC=C1)(C1=CC=CC=C1)C1=CC=CC=C1)COC1=CC2=C(N(CC(CS2(=O)=O)(CC)CCCC)C2=CC=CC=C2)C=C1SC)=O O-(3-butyl-3-ethyl-7-(methylsulfanyl)-1,1-dioxo-5-phenyl-2,3,4,5-tetrahydro-1,5-benzothiazepin-8-yl)-N-trityl-D-serine methyl ester